vinyl hydroxycaprate OC(C(OC=C)=O)CCCCCCCC